5,5-Difluoro-1-(6-fluoropyridin-3-yl)-3-(trifluoromethyl)-1,4,5,6-tetrahydrocyclopenta[b]pyrrole FC1(CC2=C(N(C=C2C(F)(F)F)C=2C=NC(=CC2)F)C1)F